CC12OC3=C(C(NC(N1C=1C=C(C(=O)NCCC4=CC=C(C=C4)C)C=CC1)=O)C2)C=CC=C3OCC=3C=NC=NC3 3-(2-Methyl-4-oxo-10-(pyrimidin-5-ylmethoxy)-5,6-dihydro-2H-2,6-methanobenzo[g][1,3,5]oxadiazocin-3(4H)-yl)-N-(4-methylphenethyl)benzamid